N-(4-Amino-1H-pyrazolo[4,3-c]pyridin-7-yl)-2-oxo-2-[rac-(2R,5S)-2-(1-isopropylindazol-5-yl)-5-methyl-1-piperidyl]acetamide NC1=NC=C(C2=C1C=NN2)NC(C(N2[C@H](CC[C@@H](C2)C)C=2C=C1C=NN(C1=CC2)C(C)C)=O)=O |r|